FC1=C(C=CC=C1)[C@H](C)C1=CC=CC2=C1NC(=NS2(=O)=O)NCC2=NC=CC=C2F (R)-5-(1-(2-fluorophenyl)ethyl)-3-(((3-fluoropyridin-2-yl)methyl)amino)-4H-benzo[e]-[1,2,4]thiadiazine 1,1-dioxide